FC1=C(C=CC(=C1)F)S(=O)(=O)/C=C/CNC(=O)C1=CC2=C(NC1=O)CCC2 N-[(2E)-3-(2,4-difluorobenzenesulfonyl)prop-2-en-1-yl]-2-oxo-1H,2H,5H,6H,7H-cyclopenta[b]pyridine-3-carboxamide